C(C)OC=1C=C(CN2C(N(C3=CC=C(C=C3C2=O)OC(CF)CF)C2CCN(CC2)C=O)=O)C=CC1 4-[3-(3-ethoxybenzyl)-6-[2-fluoro-1-(fluoromethyl)ethoxy]-2,4-dioxo-3,4-dihydroquinazolin-1(2H)-yl]piperidine-1-carbaldehyde